NCCCO[Si](OC)(OC)CCCN (2-Aminoethyl)-3-aminopropyltrimethoxysilane